ClC1=CC=C(C=C1)C1=NN(CC1C1=CC=CC=C1)C(NS(=O)(=O)C1=C(C=C(C=C1)F)F)=S 3-(4-Chlorophenyl)-N-((2,4-Difluorophenyl)sulfonyl)-4-phenyl-4,5-dihydro-1H-pyrazole-1-carbothioamide